methyl-(3-((4-(4-chlorophenyl)-5-ethylthiazol-2-yl)amino)benzoyl)phenylalanine CN([C@@H](CC1=CC=CC=C1)C(=O)O)C(C1=CC(=CC=C1)NC=1SC(=C(N1)C1=CC=C(C=C1)Cl)CC)=O